N1CCC(CC1)CN1C2CN(CC1C2)C(=O)OC(C)(C)C tert-butyl 6-(piperidin-4-ylmethyl)-3,6-diazabicyclo[3.1.1]heptane-3-carboxylate